benzyl (S)-3-(benzylamino)-1-chloro-8,8-dimethyl-4-oxo-4,6,7,8-tetrahydropyrrolo[1,2-a]pyrazine-6-carboxylate C(C1=CC=CC=C1)NC1=NC(=C2N(C1=O)[C@@H](CC2(C)C)C(=O)OCC2=CC=CC=C2)Cl